isopropyl 3-cyclopropyl-8-fluoro-9-{[6-(4-isopropyl-4H-1,2,4-triazol-3-yl) pyridin-2-yl] aminocarbonyl}-4H-benzo[f]imidazo[1,5-a][1,4]diazepine-5(6H)-carboxylate C1(CC1)C=1N=CN2C1CN(CC1=C2C=C(C(=C1)F)C(=O)NC1=NC(=CC=C1)C1=NN=CN1C(C)C)C(=O)OC(C)C